N-[2-(1-benzylpiperidin-4-yl)ethyl]-1-[3-cyano-5-(trifluoromethoxy)phenyl]-4-hydroxypiperidine-4-carboxamide C(C1=CC=CC=C1)N1CCC(CC1)CCNC(=O)C1(CCN(CC1)C1=CC(=CC(=C1)OC(F)(F)F)C#N)O